N-[1-[2-(4-aminopiperidin-1-yl)ethyl]-3-[5-chloro-2-(difluoromethoxy)phenyl]-1H-pyrazol-4-yl]Pyrazolo[1,5-a]Pyrimidine-3-carboxamide NC1CCN(CC1)CCN1N=C(C(=C1)NC(=O)C=1C=NN2C1N=CC=C2)C2=C(C=CC(=C2)Cl)OC(F)F